trans-N,N-dimethylcyclohexane-1,2-diamine CN(C)[C@@H]1CCCC[C@H]1N